OC(CN(CCCCSSCCN1CCN(CC1)CCOC(CCCCN(CC(CCCCCCC(=O)OCC(CC)CC)O)CC(CCCCCCC(=O)OCC(CC)CC)O)=O)CC(CCCCC(OCCC(C)C)=O)O)CCCCC(=O)OCCC(C)C Bis(2-ethylbutyl) 9,9'-((5-(2-(4-(2-((4-(bis(2-hydroxy-7-(isopentyloxy)-7-oxoheptyl)amino)-butyl)disulfaneyl)ethyl)piperazin-1-yl)ethoxy)-5-oxopentyl)azanediyl)bis(8-hydroxynonanoate)